(1R,2R)-2-fluoro-N-(4-{6-[(1R)-1-hydroxybutyl]-4-methylpyridin-3-yl}-[1,2,4]triazolo[1,5-a]1,6-naphthyridin-8-yl)cyclopropane-1-carboxamide F[C@H]1[C@H](C1)C(=O)NC1=NC=C2C=C(C=3N(C2=C1)N=CN3)C=3C=NC(=CC3C)[C@@H](CCC)O